1-(4-bromophenyl)-3-methyl-N-[4-(trifluoromethoxy)phenyl]pyrazole-4-carboxamidine BrC1=CC=C(C=C1)N1N=C(C(=C1)C(=N)NC1=CC=C(C=C1)OC(F)(F)F)C